(1R,2S,5S)-3-((S)-2-hydroxy-2-methylbutanoyl)-6,6-dimethyl-N-((S)-3-oxo-1-((S)-2-oxopyrrolidin-3-yl)-4-(trifluoromethoxy)butan-2-yl)-3-azabicyclo[3.1.0]hexane-2-carboxamide O[C@](C(=O)N1[C@@H]([C@H]2C([C@H]2C1)(C)C)C(=O)N[C@@H](C[C@H]1C(NCC1)=O)C(COC(F)(F)F)=O)(CC)C